Cl.C(C)OC([C@@H](N)CO)=O L-serine ethyl ester hydrochloride salt